The molecule is the anhydrous form of the bromide salt of ipratropium. An anticholinergic drug, ipratropium bromide blocks the muscarinic cholinergic receptors in the smooth muscles of the bronchi in the lungs. This opens the bronchi, so providing relief in chronic obstructive pulmonary disease and acute asthma. It has a role as a bronchodilator agent, a muscarinic antagonist and an antispasmodic drug. It contains an ipratropium. CC(C)[N+]1([C@@H]2CC[C@H]1CC(C2)OC(=O)C(CO)C3=CC=CC=C3)C.[Br-]